7-(1-cyclopropyl-triazol-4-yl)imidazo[1,2-a]Pyridine C1(CC1)N1N=NC(=C1)C1=CC=2N(C=C1)C=CN2